tert-butyl (S)-4-(2-((tert-butoxycarbonyl)-amino)-2-methylpropyl)-2-oxopyrrolidine-1-carboxylate C(C)(C)(C)OC(=O)NC(C[C@H]1CC(N(C1)C(=O)OC(C)(C)C)=O)(C)C